5-cyclopropyl-3-((3-(2-(2-(4-(dimethylamino)-N-methylbut-2-enamido)acetamido)ethyl)phenyl)amino)-6-ethylpyrazine-2-carboxamide C1(CC1)C=1N=C(C(=NC1CC)C(=O)N)NC1=CC(=CC=C1)CCNC(CN(C(C=CCN(C)C)=O)C)=O